ethyl 5-bromo-[1,3]thiazolo[5,4-b]pyridine-7-carboxylate BrC1=CC(=C2C(=N1)SC=N2)C(=O)OCC